BrC=1C=C(C=C(C1)Br)BC1=C(C=C(C=C1C)C)C (3,5-dibromophenyl)mesityl-borane